2-butyl-4-(3,5-difluoro-4-((1-(2-(piperidin-4-yl)ethyl)piperidin-4-yl)oxy)phenyl)-2,7-naphthyridin-1(2H)-one C(CCC)N1C(C2=CN=CC=C2C(=C1)C1=CC(=C(C(=C1)F)OC1CCN(CC1)CCC1CCNCC1)F)=O